tertbutyl isoindolin-2-ylcarbamate C1N(CC2=CC=CC=C12)NC(OC(C)(C)C)=O